OC1CC(C1)C1=NN(C2=C1C=NC(=C2)NC(=O)NCC2=CC=C(C=C2)OC)C2=NC(=CC(=C2)C)[C@]2(COCC2)OC (R)-1-(3-(3-Hydroxycyclobutyl)-1-(6-(3-methoxytetrahydrofuran-3-yl)-4-methylpyridin-2-yl)-1H-pyrazolo[4,3-c]pyridin-6-yl)-3-(4-methoxybenzyl)urea